(S)-2-Amino-3-(5-(4-((3-fluoro-5-(1H-pyrazol-5-yl)pyridin-2-yl)oxy)phenyl)-2H-tetrazol-2-yl)propan-1-ol N[C@H](CO)CN1N=C(N=N1)C1=CC=C(C=C1)OC1=NC=C(C=C1F)C1=CC=NN1